C1(C=CC=C1)=O cyclopentane-2,4-dienone